(2S,3R,E)-3-hydroxy-2-stearamidooctadec-4-en-1-yl (2-(trimethylammonio)ethyl) phosphate P(=O)(OC[C@@H]([C@@H](\C=C\CCCCCCCCCCCCC)O)NC(CCCCCCCCCCCCCCCCC)=O)(OCC[N+](C)(C)C)[O-]